6-fluoropyridine-3-amine FC1=CC=C(C=N1)N